C(C)(C)(C)S(=NC(CC=1N=C2N(C=CC(=C2)C2=NOC(=N2)C(F)(F)Cl)C1)=O)(=O)C N-(tert-butyl(methyl)(oxo)-λ6-sulfaneylidene)-2-(7-(5-(chlorodifluoromethyl)-1,2,4-oxadiazol-3-yl)imidazo[1,2-a]pyridin-2-yl)acetamide